C(CCCCC)C(C(=O)OCCCCCC1(OCC(O1)CCN(C)C)CCCCCOC(CN(C)C(C(CCCCCCCC)CCCCCC)=O)=O)CCCCCCCC 5-(4-(2-(Dimethylamino)ethyl)-2-(5-((N-(2-hexyldecanoyl)-N-methylglycyl)oxy)pentyl)-1,3-dioxolan-2-yl)pentyl 2-hexyldecanoate